N1(CCNCC1)C[C@@H]1C[C@H](NC1)CONC(=O)[C@H]1N2C(N([C@H](CC1)C2)OS(=O)(=O)O)=O (2S,5R)-N-{[(2S,4R)-4-(Piperazin-1-yl-methyl)-pyrrolidin-2-yl]methyloxy}-7-oxo-6-(sulfooxy)-1,6-diazabicyclo[3.2.1]octane-2-carboxamide